N-[3-(3-methyl-1H-indazol-5-yl)phenyl]prop-2-enamide CC1=NNC2=CC=C(C=C12)C=1C=C(C=CC1)NC(C=C)=O